C(CC1=CC=CC=C1)[Si](OCC)(OCC)OCC phenethyltriethoxysilane